P(=S)(OCCCCCCCCCCCC)([O-])[O-].[Na+].[Na+] sodium dodecyl thiophosphate